C(C)(C)(C)C1=C(C=C(C(=C1)O)C)CCC(=O)OCC(C)(C)C1OCC2(CO1)COC(OC2)C(COC(CCC2=C(C=C(C(=C2)C)O)C(C)(C)C)=O)(C)C 3,9-bis[2-[3-(tert-butyl-4-hydroxy-5-methylphenyl)propionyloxy]-1,1-dimethylethyl]2,4,8,10-tetraoxaspiro[5.5]undecane